7-chloro-3-methoxy-4-(2-methoxyvinyl)-5-methylthieno[2,3-c]pyridine ClC=1N=C(C(=C2C1SC=C2OC)C=COC)C